[Si+4].[Ge+2].OC(CCC)S(=O)(=O)[O-].[K+].OC(CCC)S(=O)(=O)[O-].OC(CCC)S(=O)(=O)[O-].OC(CCC)S(=O)(=O)[O-].OC(CCC)S(=O)(=O)[O-].OC(CCC)S(=O)(=O)[O-].OC(CCC)S(=O)(=O)[O-] potassium hydroxybutanesulfonate germanium silicon